S1C=NC2=C1C=C(C=C2)NC2=N\C(\C(N2)=O)=C/C2=CC=C1C=NN(C1=C2)C (Z)-2-(benzo[d]thiazol-6-ylamino)-5-((1-methyl-1H-indazol-6-yl)methylene)-3,5-dihydro-4H-imidazol-4-one